C(CCCCCCCCCCC)NCCC 3-(dodecylamino)propane